FC1=C(C(=O)NOC)C=C(C=C1)OC 2-fluoro-N,5-dimethoxybenzamide